ClC1=CC(=C(C=C1)[C@@]1(C[C@@H](N[C@@H](C1)C=1N=NN(C1)C)C)O)F (2S,4S,6S)-4-(4-chloro-2-fluoro-phenyl)-2-methyl-6-(1-methyltriazol-4-yl)piperidin-4-ol